C(#N)C=1C=C(C=CC1)N1N=C(C=C1C(=O)OCC)C ethyl 2-(3-cyano-phenyl)-5-methyl-2H-pyrazole-3-carboxylate